[OH-].C(C)[N+](C1CCCCC1)(CC)CC triethylcyclohexylammonium hydroxide